1-((2-(trimethylsilyl)ethoxy)methyl)-1H-pyrrolo[3,2-b]pyridine-2-carboxylate C[Si](CCOCN1C(=CC2=NC=CC=C21)C(=O)[O-])(C)C